C1(=CC(=CC(=C1)C(=O)OCC=C)C(=O)OCC=C)C(=O)OCC=C triallyl benzene-1,3,5-tricarboxylate